bis(3-methylphenyl)-1,1'-biphenyl-4,4'-diamine CC1=CC(=CC=C1)C2=C(C=CC(=C2C3=CC=CC(=C3)C)N)C4=CC=C(C=C4)N